tert-Butyl 3-((hydroxyimino)methyl)piperidine-1-carboxylate ON=CC1CN(CCC1)C(=O)OC(C)(C)C